C(OCC(=O)O)COCC(=O)O Ethylenedioxydiacetic acid